CC(C=C)(CCC=C(C)C)O 3,7-Dimethyl-octa-1,6-diene-3-ol